9,9-dimethyl-9,10-dihydroacridine-2-carboxylic acid CC1(C2=CC=CC=C2NC=2C=CC(=CC12)C(=O)O)C